tert-butyl 5,8-diazaspiro[3.5]nonane-8-carboxylate C1CCC12NCCN(C2)C(=O)OC(C)(C)C